OC(CCCCCCCCCCCCC(=O)O)CC=CCC=CCCCC 14-Hydroxy-tetracosa-16,19-dienoic acid